2-((1s,2s)-2-aminocyclopentyl)-5-chloro-3-ethyl-N-(thiophen-2-ylmethyl)thieno[3,2-b]pyridin-7-amine N[C@@H]1[C@H](CCC1)C1=C(C2=NC(=CC(=C2S1)NCC=1SC=CC1)Cl)CC